6-chloro-1-[4-[(dimethylamino)methyl]-6-isopropyl-pyrimidin-5-yl]-4-[(2S,5R)-2,5-dimethyl-4-prop-2-enoyl-piperazin-1-yl]-7-(2-fluorophenyl)pyrido[2,3-d]pyrimidin-2-one ClC1=CC2=C(N(C(N=C2N2[C@H](CN([C@@H](C2)C)C(C=C)=O)C)=O)C=2C(=NC=NC2C(C)C)CN(C)C)N=C1C1=C(C=CC=C1)F